(3-chloronaphthalen-1-yl)boric acid ClC=1C=C(C2=CC=CC=C2C1)OB(O)O